2-[2-(aminomethyl)-3,3-difluoro-allyl]-4-[[5-(1,3-benzodioxol-5-yl)-2-thienyl]methyl]-1,2,4-triazol-3-one NCC(CN1N=CN(C1=O)CC=1SC(=CC1)C1=CC2=C(OCO2)C=C1)=C(F)F